(R)-5-(azetidin-3-ylamino)-2-methyl-N-(1-(3-(5-(((1-methylpiperidin-4-yl)amino)methyl)thiophen-2-yl)phenyl)ethyl)benzamide N1CC(C1)NC=1C=CC(=C(C(=O)N[C@H](C)C2=CC(=CC=C2)C=2SC(=CC2)CNC2CCN(CC2)C)C1)C